1-((3S,4r)-4-(3,5-difluorophenyl)-1-(2-methoxyethyl)pyrrolidin-3-yl)-3-(4-methyl-1-phenyl-3-((S)-pyrrolidin-2-yl)-1H-pyrazol-5-yl)urea dihydrochloride Cl.Cl.FC=1C=C(C=C(C1)F)[C@H]1[C@@H](CN(C1)CCOC)NC(=O)NC1=C(C(=NN1C1=CC=CC=C1)[C@H]1NCCC1)C